BrC1=NOC(=N1)C=1C=C(C(=NC1)OC(C)C)Cl 5-(3-bromo-1,2,4-oxadiazol-5-yl)-3-chloro-2-isopropoxypyridine